N-cyclopropyl-4-fluoro-2-[3-[(trans)-2-[5-(pyrrolidin-1-ylmethyl)-2-pyridinyl]vinyl]-1-tetrahydropyran-2-yl-indol-6-yl]sulfanyl-benzamide C1(CC1)NC(C1=C(C=C(C=C1)F)SC1=CC=C2C(=CN(C2=C1)C1OCCCC1)\C=C\C1=NC=C(C=C1)CN1CCCC1)=O